NC1CC(C1)C(=O)N1[C@H](COC2=C(C1)C(=CC(=C2)C2=NOC(=N2)C(F)(F)F)F)C (S)-(3-aminocyclobutyl)(6-fluoro-3-methyl-8-(5-(trifluoromethyl)-1,2,4-oxadiazol-3-yl)-2,3-dihydrobenzo[f][1,4]oxazepin-4(5H)-yl)methanone